(cyclopropyl)methanone formate salt C(=O)O.C1(CC1)C=O